C1(CC1)C(CNC(=O)C1=NN(C(N1)=S)C)CC1=CC(=C(C=C1)F)F N-(2-cyclopropyl-3-(3,4-difluorophenyl)propyl)-1-methyl-5-thioxo-4,5-dihydro-1H-1,2,4-triazole-3-carboxamide